ferrocenyl-carbinol [C-]1(C=CC=C1)CO.[CH-]1C=CC=C1.[Fe+2]